1-[4-(1-methyl-1H-pyrazol-4-yl)phenyl]-methanamine CN1N=CC(=C1)C1=CC=C(C=C1)CN